(2S,4R)-N-(4-chlorobenzyl)-1-((R)-2-(1-fluorocyclopropane-1-amido)-3-mercapto-3-methylbutanoyl)-4-hydroxypyrrolidine-2-carboxamide ClC1=CC=C(CNC(=O)[C@H]2N(C[C@@H](C2)O)C([C@H](C(C)(C)S)NC(=O)C2(CC2)F)=O)C=C1